2-hydroxy-2-(6-(2-((2,2,5-trifluorobenzo[d][1,3]dioxol-4-yl)methyl)-2H-tetrazol-5-yl)pyridin-2-yl)propane-1-sulfonamide OC(CS(=O)(=O)N)(C)C1=NC(=CC=C1)C=1N=NN(N1)CC1=C(C=CC=2OC(OC21)(F)F)F